2-(4-(4-(3-cyano-4-((2-cyanophenyl)thio)pyrazolo[1,5-a]pyridin-6-yl)-5-methyl-1H-pyrazol-1-yl)piperidin-1-yl)-N,N-dimethylacetamide C(#N)C=1C=NN2C1C(=CC(=C2)C=2C=NN(C2C)C2CCN(CC2)CC(=O)N(C)C)SC2=C(C=CC=C2)C#N